2-p-tolylthiothiazole C1(=CC=C(C=C1)SC=1SC=CN1)C